NCC1(CCN(CC1)C1=NC=C(NC1=O)SC=1C(=C(C=CC1)NC(=O)C1=C(N=C2N(C1=O)CCCC2)O)Cl)C N-(3-((5-(4-(Aminomethyl)-4-methylpiperidin-1-yl)-6-oxo-1,6-dihydropyrazin-2-yl)thio)-2-chlorophenyl)-2-hydroxy-4-oxo-6,7,8,9-tetrahydro-4H-pyrido[1,2-a]pyrimidin-3-carboxamid